CN1CCN(CC1)CCN1C2=CC=C(C=C2SC=2C=C(C=CC12)C=1C=C2CC(NC2=CC1)=O)C=1C=C2CC(NC2=CC1)=O 5,5'-(10-(2-(4-methylpiperazin-1-yl)ethyl)-10H-phenothiazine-3,7-diyl)bis(indolin-2-one)